2-methoxy-4-morpholino-N-(5-(thiophen-2-yl)-1,3,4-oxadiazol-2-yl)benzamide tin [Sn].COC1=C(C(=O)NC=2OC(=NN2)C=2SC=CC2)C=CC(=C1)N1CCOCC1